O=C1NC(CCC1NC1=CC=C(C=C1)CCC(=O)OC(C)(C)C)=O tert-butyl 3-[4-[(2,6-dioxo-3-piperidyl)amino]phenyl]propanoate